BrC=1C=CC(=C(C1)CC(C(=O)NC1=CC=C(C=C1)C1=NN=CN1C)NC(OC(C)(C)C)=O)Cl tert-butyl N-[1-[(5-bromo-2-chloro-phenyl)methyl]-2-[4-(4-methyl-1,2,4-triazol-3-yl)anilino]-2-oxo-ethyl]carbamate